OP(O)OP(O)O.C1(=CC=CC=C1)CC(C(C1=CC=CC=C1)(C1=CC=CC=C1)O)(C1=CC=CC=C1)O tetraphenylpropylene glycol diphosphite